FC1=C(CN(C(C2=C(N=C(C=C2)C)OC)=O)C)C=CC(=C1)F N-(2,4-difluorobenzyl)-2-methoxy-N,6-dimethylnicotinamide